Cl.[C@H]12CN(C[C@H](CC1)N2)C2=CC(=C(C=C2)NC(=O)C=2N=CC=1N(C2)C=C(N1)C)F N-(4-((1R,5S)-3,8-diazabicyclo[3.2.1]octan-3-yl)-2-fluorophenyl)-2-methylimidazo[1,2-a]pyrazine-6-carboxamide hydrochloride